2-{3,5-dimethyl-4-[2-(pyrrolidin-1-yl)ethoxy]phenyl}-5,7-dimethoxy-3,4-dihydroquinazolin-4-one CC=1C=C(C=C(C1OCCN1CCCC1)C)C1=NC2=CC(=CC(=C2C(N1)=O)OC)OC